ClC1=C(C(=CC=C1)F)S(=O)(=O)NC[C@@H](CC)O 2-Chloro-6-fluoro-N-[(2R)-2-hydroxybutyl]benzenesulfonamide